Tert-butyl (S)-3-((S)-1-(tert-butoxy)-3-(3-hydroxyphenyl)-1-oxopropan-2-yl)pyrrolidine-1-carboxylate C(C)(C)(C)OC([C@@H](CC1=CC(=CC=C1)O)[C@H]1CN(CC1)C(=O)OC(C)(C)C)=O